C(C)(C)(C)P(C1=C(C(=CC=C1OC)OC)C1=C(C=C(C=C1C(C)C)C(C)C)C(C)C)C(C)(C)C Di-tert-butyl-(2',4',6'-triisopropyl-3,6-dimethoxybiphenyl-2-yl)phosphine